trimethyl(prop-2-yn-1-yloxy)silane C[Si](OCC#C)(C)C